S(=O)(=O)(O)C1=C(C(=C(C(=C1F)F)O)F)F 4-sulfo-2,3,5,6-tetrafluorophenol